2,6'-dimethyl-2,2'-bipyridine CC1(NC=CC=C1)C1=NC(=CC=C1)C